N1=C(C=NC=C1)[C@@H](C)NC(=O)[C@@H]1CN(CC[C@H]1NC(=O)C1=NOC(=N1)C1=C(C=C(C=C1)F)F)C1CCCCC1 (3R,4R)-1-cyclohexyl-4-{[5-(2,4-difluoro-phenyl)-[1,2,4]oxadiazole-3-carbonyl]-amino}-piperidine-3-carboxylic acid ((R)-1-pyrazin-2-yl-ethyl)-amide